2-(4-isopropyl-4-methyl-5-oxo-2-imidazoline-2-yl)nicotinic acid C(C)(C)C1(N=C(NC1=O)C1=C(C(=O)O)C=CC=N1)C